P(=O)(OCC(N)CCOC(C=C)=O)(OC)[O-] acryloyloxyethyl-2-aminoethyl methyl phosphate